(2R,3R,4S,5R,6R)-2-(acetoxymethyl)-6-(2-(2-(2-((N-((2-azidoethoxy)carbonyl)sulfamoyl)amino)ethoxy)ethoxy)ethoxy)tetrahydro-2H-pyran-3,4,5-triyl triacetate C(C)(=O)O[C@@H]1[C@H](O[C@H]([C@@H]([C@H]1OC(C)=O)OC(C)=O)OCCOCCOCCNS(NC(=O)OCCN=[N+]=[N-])(=O)=O)COC(C)=O